1,3-bis(4-methyl-2,6-diethylphenyl)imidazolium chloride [Cl-].CC1=CC(=C(C(=C1)CC)N1C=[N+](C=C1)C1=C(C=C(C=C1CC)C)CC)CC